C1=NC(=CC2=CC=CC=C12)N isochinolin-3-amin